C1(=CC=CC=C1)S(=O)(=O)C1=NC=CC=N1 2-(phenylsulfonyl)pyrimidine